4-[5-chloro-2-(4-chloro-1H-1,2,3-triazol-1-yl)phenyl]5-methoxypyridin-2(1H)-one ClC=1C=CC(=C(C1)C1=CC(NC=C1OC)=O)N1N=NC(=C1)Cl